2,2,2-trifluoro-1-(4-methoxyphenyl)ethanol isooctyl-3,5-di-tert-butyl-4-hydroxybenzoate C(CCCCC(C)C)C1=C(C(=O)OC(C(F)(F)F)C2=CC=C(C=C2)OC)C=C(C(=C1C(C)(C)C)O)C(C)(C)C